methyl 3-cyclopropyl-1-methylindazole-6-carboxylate C1(CC1)C1=NN(C2=CC(=CC=C12)C(=O)OC)C